3'-Hydroxy-N-(5-methoxy-2-(4-(4-phenylthiazol-2-yl)piperazine-1-carbonyl)phenyl)-[1,1'-biphenyl]-4-sulfonamide OC=1C=C(C=CC1)C1=CC=C(C=C1)S(=O)(=O)NC1=C(C=CC(=C1)OC)C(=O)N1CCN(CC1)C=1SC=C(N1)C1=CC=CC=C1